ethyl 9-bromo-1-isobutyl-8-methoxy-5,6-dihydroimidazo[5,1-a]isoquinoline-3-carboxylate BrC1=C(C=C2CCN3C(C2=C1)=C(N=C3C(=O)OCC)CC(C)C)OC